6'-(ethane-1,2-diylbis(5-carbamoyl-4-methoxy-1H-benzo[d]imidazole-1,2-diyl))bis(3-bromobenzoic acid) C(CN1C(=NC2=C1C=CC(=C2OC)C(N)=O)C2=C(C(=O)O)C=CC=C2Br)N2C(=NC1=C2C=CC(=C1OC)C(N)=O)C1=C(C(=O)O)C=CC=C1Br